[Cl-].C1(CCCCC1)P(CC[N+](C)(C)C)C1CCCCC1 [2-(dicyclohexylphosphino)ethyl]trimethylammonium chloride